C(#N)C=1C=C(C=NC1OC(F)F)NC(=O)[C@H]1CC(C2=C1C=NC=1N2N=C(C1)C(F)F)(C)C (S)-N-(5-cyano-6-(difluoromethoxy)pyridin-3-yl)-2-(difluoromethyl)-8,8-dimethyl-7,8-dihydro-6H-cyclopenta[e]pyrazolo[1,5-a]pyrimidine-6-carboxamide